OC1=C(C=CC(=C1)O)C=1N=C(SC1)NC(C(=O)OCC)=O ethyl 2-((4-(2,4-dihydroxyphenyl)thiazol-2-yl)amino)-2-oxoacetate